FC1=C(C(=CC=C1)OC)NC(=O)N1C(C=2NN=C(C2C1)NC(=O)C1(CCC1)[Si](C)(C)C)(C)C N-(2-fluoro-6-methoxyphenyl)-6,6-dimethyl-3-[1-(trimethylsilyl)cyclobutanecarboxamido]-4,6-dihydropyrrolo[3,4-c]pyrazole-5(1H)-carboxamide